N=1N(N=CC1)C=1C=C(C=CC1C(F)(F)F)NC(=O)N1[C@H]2C[C@@H](C[C@@]1(C2)C=2OC(=NN2)C)C(F)(F)F (1R,3S,5S)-N-(3-(2H-1,2,3-triazol-2-yl)-4-(trifluoromethyl)phenyl)-1-(5-methyl-1,3,4-oxadiazol-2-yl)-3-(trifluoromethyl)-6-azabicyclo[3.1.1]heptane-6-carboxamide